CN(C(C(CCCC)CC)=O)CCCCCCCC N-methyl-N-octyl-2-ethylhexanamide